NC=1SC=C(N1)\C(\C(=O)O)=N/OC (E)-2-(2-aminothiazole-4-yl)-2-(methoxyimino)acetic acid